dibromoneopentyl glycol oleate C(CCCCCCC\C=C/CCCCCCCC)(=O)OC(C(C)(C(O)Br)C)Br